9H-fluoren-9-ylmethyl N-[(2R)-1-(dimethylamino)-1-oxo-3-sulfanylpropan-2-yl]-N-methylcarbamate CN(C([C@H](CS)N(C(OCC1C2=CC=CC=C2C=2C=CC=CC12)=O)C)=O)C